NC1=CC(N(C(N1CCCCCC)=O)CCCCCC)=O 6-amino-1,3-di-n-hexyluracil